C(C1=CC=CC=C1)OCCN1C(C=C(C=C1C)N1C(C(CC1)(C1=CC=CC=C1)C)=O)=O 1-(2-benzyloxyethyl)-6-methyl-4-(3-methyl-2-oxo-3-phenyl-pyrrolidin-1-yl)pyridin-2-one